(S)-tetra-tert-butyl 2,2',2'',2'''-(2-(4-(3-(4-((benzyloxy)carbonyl)phenyl)-propoxy)benzyl)-1,4,7,10-tetraazacyclododecane-1,4,7,10-tetrayl)tetraacetate C(C1=CC=CC=C1)OC(=O)C1=CC=C(C=C1)CCCOC1=CC=C(C[C@@H]2N(CCN(CCN(CCN(C2)CC(=O)OC(C)(C)C)CC(=O)OC(C)(C)C)CC(=O)OC(C)(C)C)CC(=O)OC(C)(C)C)C=C1